(S)-5-(3-(5-amino-6-chloroisoindolin-2-yl)-3-oxopropyl)-5-cyclopropylimidazole-2,4-dione NC=1C=C2CN(CC2=CC1Cl)C(CC[C@@]1(C(NC(N1)=O)=O)C1CC1)=O